C1(=CC=CC2=CC=CC=C12)C=1OC2=C(N1)C=CC=C2 2-(1-naphthalenyl)benzoxazole